2,2'-(2,5-dimethoxy-1,4-phenylene)diacetonitrile COC1=C(C=C(C(=C1)CC#N)OC)CC#N